C1(CCC1)CO cyclobutyl-methanol